6-(3,6-diazabicyclo[3.1.1]heptan-3-yl)-N-((R)-1-(2-methyl-3-(trifluoromethyl)phenyl)ethyl)quinolin-4-amine C12CN(CC(N1)C2)C=2C=C1C(=CC=NC1=CC2)N[C@H](C)C2=C(C(=CC=C2)C(F)(F)F)C